1-[[[(3-aminopropoxy)carbonyl]oxy]methyl]-1-[2-[(4-chlorophenyl)phenyl-methoxy]ethyl]piperidinium chloride hydrochloride Cl.[Cl-].NCCCOC(=O)OC[N+]1(CCCCC1)CCOC(C1=CC=CC=C1)C1=CC=C(C=C1)Cl